OCC(=O)N1CCC(CC1)C(=O)NC 1-(2-hydroxyacetyl)-N-methyl-piperidine-4-carboxamide